1-(Benzofuran-7-ylmethyl)-3,3-dimethyl-2-oxoindoline-6-carboxylic acid methyl ester COC(=O)C1=CC=C2C(C(N(C2=C1)CC1=CC=CC=2C=COC21)=O)(C)C